triethoxyZirconium C(C)O[Zr](OCC)OCC